CC1(OB(OC1(C)C)C1CC12CCOCC2)C 4,4,5,5-tetramethyl-2-(6-oxaspiro[2.5]octan-1-yl)-1,3,2-dioxaborolane